2-((tetrahydro-1H-pyrrolizin-7a(5H)-yl)methoxy)-5,6,7,8-tetrahydropyrido[3,4-d]pyrimidine C1CCN2CCCC12COC=1N=CC2=C(N1)CNCC2